3-(5-(4-((methyl(quinoxalin-2-ylmethyl)amino)methyl)pyridin-2-yl)-1-oxoisoindolin-2-yl)piperidine-2,6-dione CN(CC1=NC2=CC=CC=C2N=C1)CC1=CC(=NC=C1)C=1C=C2CN(C(C2=CC1)=O)C1C(NC(CC1)=O)=O